arsenic trifluoride oxide [As](F)(F)(F)=O